1-(2-fluorophenyl)-3-methyl-5-(4,4,5,5-tetramethyl-1,3,2-dioxaborolan-2-yl)-1H-pyrazole FC1=C(C=CC=C1)N1N=C(C=C1B1OC(C(O1)(C)C)(C)C)C